FC1=CC=C(C=C1)C1=CC=2C(=NC=C(C2)C2=CC=CC(=N2)C(=O)NCC(F)(F)F)N1 6-(2-(4-Fluorophenyl)-1H-pyrrolo[2,3-b]pyridin-5-yl)-N-(2,2,2-trifluoroethyl)picolinamide